FC=1C(=NC=C(C1)F)CN1N=C2N([C@@H](CC[C@H]2O)C(=O)N2CC(CC2)(F)F)C1=O |&1:16| (5S,8RS)-2-[(3,5-Difluoropyridin-2-yl)methyl]-5-[(3,3-difluoropyrrolidin-1-yl)carbonyl]-8-hydroxy-5,6,7,8-tetrahydro[1,2,4]triazolo[4,3-a]pyridin-3(2H)-one